3-(5-{[(5-Chlorothiophen-2-yl)methyl]sulfanyl}-1-(furan-3-carbonyl)-4-methoxy-1H-pyrazol-3-yl)-5-hydroxy-N,N,2-trimethylpyrrolidin-1-carboxamid ClC1=CC=C(S1)CSC1=C(C(=NN1C(=O)C1=COC=C1)C1C(N(C(C1)O)C(=O)N(C)C)C)OC